5-ethylidene-2-hexene C(C)=C(CC=CC)C